C(C)S(=O)(=O)C1=C(N=C2N1C=CC(=C2)OCC(F)(F)F)NCC2=C(C(=O)OC)C=C(C=C2)S(=O)(=O)C(F)(F)F methyl 2-[[[3-ethylsulfonyl-7-(2,2,2-trifluoroethoxy)imidazo[1,2-a]pyridin-2-yl]amino]methyl]-5-(trifluoromethylsulfonyl)benzoate